(tetrahydrofuran-2-yl)benzyl alcohol O1C(CCC1)C(C1=CC=CC=C1)O